(R or S)-1,1,1,3,3,3-hexafluoro-2-(1-(2-(6-methylpyridin-3-yl)propan-2-yl)-3-(2-(thiophen-2-yl)ethyl)pyrrolidin-3-yl)propan-2-ol FC(C(C(F)(F)F)(O)[C@]1(CN(CC1)C(C)(C)C=1C=NC(=CC1)C)CCC=1SC=CC1)(F)F |o1:8|